ClC1=CC(=NN1C)C 5-chloro-1,3-dimethyl-1H-pyrazole